(S)-1-(3-(4-Amino-5-ethynyl-7H-pyrrolo[2,3-d]pyrimidin-7-yl)pyrrolidin-1-yl)prop-2-ene NC=1C2=C(N=CN1)N(C=C2C#C)[C@@H]2CN(CC2)CC=C